{[2-fluoro-8-(4,4,5,5-tetramethyl-1,3,2-dioxaborolane-2-yl)-1-naphthyl]ethynyl}[3-propyl]silane FC1=C(C2=C(C=CC=C2C=C1)B1OC(C(O1)(C)C)(C)C)C#C[SiH2]CCC